CN(CCCN=CC1=CC=C(C=C1)C=1N=C(C2=C(N1)N(C=C2)C2=CC=CC=C2)C=2SC(=CC2)C=NCCCN(C)C)C 2-{4-[(3-Dimethylaminopropyl)iminomethyl]phenyl}-4-{5-[(3-dimethylaminopropyl)iminomethyl]thien-2-yl}-7-phenyl-7H-pyrrolo[2,3-d]pyrimidine